2,2,3,3,3-pentafluoropropyl-Amine FC(CN)(C(F)(F)F)F